S(CN)CN 1,1'-thiobis(methylamine)